ClC=1C=C(C=CC1)NC1=NC=NC2=CC=C(C=C12)C=1C=C(C(=NC1)OC)NS(=O)(=O)C1CC1 N-(5-(4-((3-chlorophenyl)amino)quinazolin-6-yl)-2-methoxypyridin-3-yl)cyclopropanesulfonamide